Cl.FC1=C(C=NN1C)S(=O)(=O)NNC1CCN(CC1)C (5-fluoro-1-methyl-1H-pyrazol-4-yl)-N-(1-methylpiperidin-4-yl)amino-sulfonamide hydrochloride